3-((7-((4-methoxyphenyl)sulfonyl)-5-methyl-4-oxo-4,5,6,7,8,9-hexahydro-3H-pyrido[4',3':4,5]pyrrolo[2,3-d]pyridazin-3-yl)methyl)thiophene-2-carboxamide COC1=CC=C(C=C1)S(=O)(=O)N1CC2=C(C3=C(C(N(N=C3)CC3=C(SC=C3)C(=O)N)=O)N2C)CC1